NC=1N=NC(=CC1C=1CCN(CC1)C(=O)OC(C)(C)C)Cl tert-butyl 4-(3-amino-6-chloro-pyridazin-4-yl)-3,6-dihydro-2H-pyridine-1-carboxylate